CCCCCCCCO Octan-8-ol